ClC1=NC2=CC(=CC=C2C(=N1)N(C1=CC=CC=C1)C)Cl 2,7-dichloro-N-methyl-N-phenylquinazolin-4-amine